4-hydroxy-2,3-dihydro-1H-cyclopenta[c]quinoline-8-carboxylic acid methyl ester COC(=O)C1=CC=2C3=C(C(=NC2C=C1)O)CCC3